N1C=NC2=C1C=CC(=C2)C=O 1H-benzo[d]imidazole-5-carbaldehyde